((S)-2-(pentafluorophenoxy)(phenoxy)phosphoryl)-L-alanine 2-ethylbutyl ester C(C)C(COC([C@@H](N=P(=O)OC1=C(C=CC=C1)OC1=C(C(=C(C(=C1F)F)F)F)F)C)=O)CC